N-(5-chloro-2-fluorobenzyl)-2-[(3R)-3-methyl[1,4'-bipiperidin]-1'-yl]-1,3-thiazole-5-carboxamide ClC=1C=CC(=C(CNC(=O)C2=CN=C(S2)N2CCC(CC2)N2C[C@@H](CCC2)C)C1)F